CC1=CC=C(OC2=NC(=NC(=C2)C(F)(F)F)SCC(=O)NC(NC2=CC=C(C=C2)CC)=O)C=C1 2-((4-(4-methylphenoxy)-6-(trifluoromethyl)pyrimidin-2-yl)thio)-N-((4-ethylphenyl)carbamoyl)acetamide